dodecyl-hexasilanol C(CCCCCCCCCCC)[SiH]([SiH2][SiH2][SiH2][SiH2][SiH3])O